lithium 3-propylmethacrylate C(CC)C=C(C(=O)[O-])C.[Li+]